COC1=C(C=CC=C1)NC1=CC=C2C(NC(=NC2=C1)CSC1CCOCC1)=O 7-((2-Methoxyphenyl)amino)-2-(((tetrahydro-2H-pyran-4-yl)thio)methyl)quinazolin-4(3H)-one